C[C@H]1OC2=NC=CC(C3=NNC=4C=CC(OCCCOC1)=CC34)=N2 (8R)-8-methyl-7,10,14-trioxa-5,19,20,23-tetraazatetracyclo[13.5.2.12,6.018,21]tricosa-1(20),2(23),3,5,15(22),16,18(21)-heptaene